trans-2-[1-(2-methoxyethyl)-1H-pyrazol-4-yl]Cyclopropane-1-carboxylic acid methyl ester COC(=O)[C@H]1[C@@H](C1)C=1C=NN(C1)CCOC